C(C)OCC1=C(C=CC=C1)C=1C(=CC=CC1)S(=O)(=O)NC(NC(C)C)=O 2'-(ethoxymethyl)-N-(Isopropylcarbamoyl)-[1,1'-biphenyl]-2-sulfonamide